Cl.NC=1C=CC(=C(C1)CC(=O)N(C)C)OC 2-(5-amino-2-methoxyphenyl)-N,N-dimethyl-acetamide hydrochloride